(S)-1-(2-Chloropyrimidin-4-yl)pyrrolidine-2-carboxylic acid methyl ester COC(=O)[C@H]1N(CCC1)C1=NC(=NC=C1)Cl